O1CCN(CC1)C1=NC=CC(=N1)NC1=CC(=NO1)C1=CC(=C(C(=C1)OC)OC)OC N-(2-Morpholinopyrimidin-4-yl)-3-(3,4,5-trimethoxyphenyl)isoxazol-5-amine